3,3'-bis(3-carboxyphenoxy)-p-terphenyl C(=O)(O)C=1C=C(OC=2C=C(C=CC2)C2=CC(=C(C=C2)C2=CC=CC=C2)OC2=CC(=CC=C2)C(=O)O)C=CC1